(((1r,4r)-4-hydroxycyclohexyl)amino)-4-(4-(m-tolylamino)-7H-pyrrolo[2,3-d]pyrimidin-7-yl)benzamide OC1CCC(CC1)NC1=C(C(=O)N)C=CC(=C1)N1C=CC2=C1N=CN=C2NC=2C=C(C=CC2)C